FC1=C(C=CC=C1)NC(=O)C=1C(N(CC1)C)=O N-(2-fluorophenyl)-1-methyl-2-oxo-2,5-dihydro-1H-pyrrole-3-carboxamide